C(C)C1=C(NC2=CC=C(C=C12)C1CCNCC1)C=1C=C2C(=NC1)NC(N2)=O 6-(3-ethyl-5-(piperidin-4-yl)-1H-indol-2-yl)-1,3-dihydro-2H-imidazo[4,5-b]pyridin-2-one